ClC1=CC2=C(N=C(N=C2OC)C2=CC3=CN(N=C3C(=C2)F)C)N=C1 5-{6-chloro-4-methoxypyrido[2,3-d]pyrimidin-2-yl}-7-fluoro-2-methylindazole